[Bi](Cl)Cl.C1(=CC=CC=C1)C=1C(=NC=CC1)C1=NC=CC=C1 phenyl-(bipyridine) bismuth dichloride